CC1(C2=CC=CC=C2C=2C=CC(=CC12)C=1C=C(C=CC1)C=1C=CC=CC1C1=CC=CC=C1)C 3-(3-(9,9-dimethyl-9H-fluoren-2-yl)phenyl)-4,6-biphenyl